BrC=1C=C2C3(CN(C2=CC1)C(=O)C=1C=C(SC1)S(=O)(=O)NC1CCC1)CCC1(CC3)CC1 4-(5''-bromodispiro[cyclopropane-1,1'-cyclohexane-4',3''-indoline]-1''-carbonyl)-N-cyclobutylthiophene-2-sulfonamide